(E)-2-cyano-3-(1H-pyrrolo[2,3-b]pyridin-3-yl)-N-(3-(sulfamoylmethyl)benzyl)-acrylamide C(#N)/C(/C(=O)NCC1=CC(=CC=C1)CS(N)(=O)=O)=C\C1=CNC2=NC=CC=C21